S(=O)(=O)(O)OOS(=O)(=O)[O-].[K+] potassium hydrogen persulphate